COC(C1=C(C=CC(=C1)OC)NCCCN1C=NC=C1C)=O 2-((3-(5-methyl-1H-imidazol-1-yl)propyl)amino)-5-methoxybenzoic acid methyl ester